tert-butyl (2S,4S)-2-(4-(5-(4,4-difluorocyclohexyl)-1,2,4-oxadiazol-3-yl)-4-isopropylpiperidine-1-carbonyl)-4-hydroxypyrrolidine-1-carboxylate FC1(CCC(CC1)C1=NC(=NO1)C1(CCN(CC1)C(=O)[C@H]1N(C[C@H](C1)O)C(=O)OC(C)(C)C)C(C)C)F